C(C=C)(=O)N1CC[C@H]2[C@@H]1CN(CC2)C2=C1C(=C(NC1=C(C=C2F)C(=O)N)C)Cl 4-((3aS,7aR)-1-acryloyloctahydro-6H-pyrrolo[2,3-c]pyridin-6-yl)-3-chloro-5-fluoro-2-methyl-1H-indole-7-carboxamide